8-oxa-3-azabicyclo[3.2.1]octan C12CNCC(CC1)O2